C(C)(C)(C)OC(N(C)CCCN)=O (3-aminopropyl)(methyl)carbamic acid tert-butyl ester